(3r,4r)-1-(1-(3-chloro-4-fluorobenzyl)-5,6-difluoro-1H-benzoimidazol-2-yl)-4-fluoro-3-piperidinamine ClC=1C=C(CN2C(=NC3=C2C=C(C(=C3)F)F)N3C[C@H]([C@@H](CC3)F)N)C=CC1F